N-(2-acetylphenyl)carboxamide C(C)(=O)C1=C(C=CC=C1)NC=O